methacryloylpropyl-ammonium chloride [Cl-].C(C(=C)C)(=O)[NH2+]CCC